SOC[C@@H](OS)COP(=O)([O-])OCC[N+](C)(C)C 1,2-dithiyl-sn-glycero-3-phosphocholine